ClC=1C=C(C=CC1)[C@@H]1[C@H](C1)C(=O)NC1=NC=CC2=C1C=NN2CC=2N=C1N(C=C(C=C1)C1CC1)C2 (1S,2S)-2-(3-chlorophenyl)-N-(1-((6-cyclopropylimidazo[1,2-a]pyridin-2-yl)methyl)-1H-pyrazolo[4,3-c]pyridin-4-yl)cyclopropane-1-carboxamide